NC1=NC(=C(C=C1C=1C=C2CCNC(C2=CC1)=O)C1=CC(=C(C=C1)F)C(C)(C)N)F 6-(2-amino-5-(3-(2-aminopropan-2-yl)-4-fluorophenyl)-6-fluoropyridin-3-yl)-3,4-dihydroisoquinolin-1(2H)-one